5-((1,1-dioxotetrahydrothiophen-2-yl)methyl)-N'-hydroxypyridineformamidine O=S1(C(CCC1)CC=1C=CC(=NC1)C(=NO)N)=O